2-[(4-phenyl-1,3-thiazol-2-yl)carbamoyl]benzene-1,4-dicarboxylic acid C1(=CC=CC=C1)C=1N=C(SC1)NC(=O)C1=C(C=CC(=C1)C(=O)O)C(=O)O